monoiodopiperazine IN1CCNCC1